CC1=CC(=CO1)C(=O)N1N=C(C=C1NCC1=CC=C(C=C1)C(N)=N)C1CC(N(CC1)S(=O)(=O)N1CCCC1)=O 4-({[1-(5-methylfuran-3-carbonyl)-3-[2-oxo-1-(pyrrolidine-1-sulfonyl)piperidin-4-yl]-1H-pyrazol-5-yl]amino}methyl)benzene-1-carboximidamide